oxazinic acid potassium salt [K+].O1NC(=CC=C1)C(=O)[O-]